(R)-2-(1,1-difluoro-5-azaspiro[2.5]oct-5-yl)-N-(2-sulfamoylpyridin-4-yl)-5-(trifluoromethyl)nicotinamide N-FORMYLGLUTAMATE C(=O)N[C@@H](CCC(=O)O)C(=O)O.FC1(C[C@]12CN(CCC2)C2=C(C(=O)NC1=CC(=NC=C1)S(N)(=O)=O)C=C(C=N2)C(F)(F)F)F